C1(=CC=CC=C1)[C@@H](C)C1(CCCC=2C3=CC(=CC=C3NC12)C=1C=NC(=NC1)C(F)(F)F)N ((R)-1-phenylethyl)-6-(2-(trifluoromethyl)pyrimidin-5-yl)-2,3,4,9-tetrahydro-1H-carbazol-1-amine